COC1=CC=C(COC2=CC=CC=N2)C=C1 6-((4-methoxybenzyl)oxy)pyridin